C1=CC=C(C=C1)C(C(=O)O)S(=O)(=O)O The molecule is an member of the class of phenylacetic acids that is phenylacetic acid in which one of the hydrogens alpha- to the carboxy group has been replaced by a sulfo group. It is an organosulfonic acid and a member of phenylacetic acids. It derives from a phenylacetic acid. It is a conjugate acid of an alpha-sulfophenylacetate.